Bis(cyclopentadienyl)iron(II) C1(C=CC=C1)[Fe]C1C=CC=C1